4-((4-bromo-3-chlorophenoxy)methyl)-2,2-dimethyl-1,3-dioxolane BrC1=C(C=C(OCC2OC(OC2)(C)C)C=C1)Cl